ClC1=NC=C2N(C(N(C2=N1)C1CCOCC1)=O)CC#C 2-chloro-7-(prop-2-yn-1-yl)-9-(tetrahydro-2H-pyran-4-yl)-7,9-dihydro-8H-purin-8-one